O=C1NC(CCC1N1C(C2=CC(=C(C=C2C1=O)NCC(=O)OCCCC)F)=O)=O butyl (2-(2,6-dioxopiperidin-3-yl)-6-fluoro-1,3-dioxoisoindolin-5-yl)glycinate